FC=1C=C(C=CC1)N1N=C(N=C1)CN(C=1C2=C(N=C(N1)C1=NC=CC(=C1)F)CCC2)C N-((1-(3-fluorophenyl)-1H-1,2,4-triazol-3-yl)methyl)-2-(4-fluoropyridin-2-yl)-N-methyl-6,7-dihydro-5H-cyclopenta[d]pyrimidin-4-amine